ClC1=C2C=CC3(C2=CC=C1)CC(CCC3)=O 4'-chlorospiro[cyclohexane-1,1'-inden]-3-one